FC1=CC=C(C=C1)[C@@H]1N(CCC2=CC=CC=C12)C(=O)OC1=NC=CC=C1 pyridin-2-yl (S)-1-(4-fluorophenyl)-3,4-dihydroisoquinoline-2(1H)-carboxylate